tert-Butyl (2S,4R)-4-((tert-butyldiphenylsilyl)oxy)-2-(hydroxymethyl)pyrrolidin-1-carboxylate [Si](C1=CC=CC=C1)(C1=CC=CC=C1)(C(C)(C)C)O[C@@H]1C[C@H](N(C1)C(=O)OC(C)(C)C)CO